N[C@@H](C)C=1C=C(C=CC1)C1=CC(=CC=2C=COC21)COC2=C(C=CC=C2)CC(=O)OCC (S)-ethyl 2-(2-((7-(3-(1-aminoethyl)phenyl)benzofuran-5-yl)methoxy)phenyl)acetate